N[C@H](CCO)C (S)-3-amino-1-butanol